NC1=CC=C(OC2=CC=C(C=C2)C(=O)C2=CC=C(C=C2)OC2=CC=C(C=C2)N)C=C1 bis[4-(4-aminophenoxy)phenyl] ketone